N1(N=NC=C1)CCOCC1=CC=C(C=C1)O 4-((2-(1H-1,2,3-triazol-1-yl)ethoxy)methyl)phenol